FC(CC1=NC2=CC=C(C=C2NC1=O)CN1CCN(CC1)C=1C=CC(=NC1F)C(=O)NC)F 5-[4-[[2-(2,2-difluoroethyl)-3-oxo-4H-quinoxalin-6-yl]methyl]piperazin-1-yl]-6-fluoro-N-methyl-pyridine-2-carboxamide